N-(1-cyclohexyloxy-2,2,6,6-tetramethylpiperidin-4-yl)butylamino-1,3,5-triazine C1(CCCCC1)ON1C(CC(CC1(C)C)CCCCNN1CN=CN=C1)(C)C